3,6-dichloro-N-[(2RS)-1-hydroxy-3-phenylpropan-2-yl]pyridazine-4-carboxamide ClC=1N=NC(=CC1C(=O)N[C@@H](CO)CC1=CC=CC=C1)Cl |r|